NC(=O)[C@H](O)[C@@H](O)[C@@H](O)[C@H](O)CO amino(galactose)